C(CC1=CC=CC=C1)OC1=CC=C(CN2C3=C(C4=CC=CC=C24)C=CC=N3)C=C1 9-(4-phenethoxybenzyl)-9H-pyrido[2,3-b]indole